1-((2R,5S)-4-(6-chloro-2-(((R)-4,4-difluoro-1-methylpyrrolidin-2-yl)methoxy)-7-(1,6-dimethyl-1H-indazol-7-yl)-8-fluoroquinazolin-4-yl)-2,5-dimethylpiperazin-1-yl)prop-2-en-1-one ClC=1C=C2C(=NC(=NC2=C(C1C=1C(=CC=C2C=NN(C12)C)C)F)OC[C@@H]1N(CC(C1)(F)F)C)N1C[C@H](N(C[C@@H]1C)C(C=C)=O)C